O=C1NC(CCC1N1C(C2=CC=C(C=C2C1)OC1CCN(CC1)C(=O)C1CCN(CC1)C(=O)OC(C)(C)C)=O)=O tert-butyl 4-(4-((2-(2,6-dioxopiperidin-3-yl)-1-oxoisoindolin-5-yl)oxy)piperidine-1-carbonyl)piperidine-1-carboxylate